(S)-N-(8,9-Difluoro-6-oxo-1,4,5,6-tetrahydro-2H-pyrano[3,4-c]isoquinolin-1-yl)-4-(difluoromethyl)-5-fluoro-N-methyl-1H-indole-2-carboxamide FC=1C(=CC=2C3=C(NC(C2C1)=O)COC[C@H]3N(C(=O)C=3NC1=CC=C(C(=C1C3)C(F)F)F)C)F